tert-butyl (2R)-3-(4-(2-((2-((tert-butoxycarbonyl)amino)ethyl)amino)-1,4,5,6-tetrahydropyrimidin-5-yl)phenoxy)-2-((tert-butyldimethylsilyl)oxy)propanoate C(C)(C)(C)OC(=O)NCCNC=1NCC(CN1)C1=CC=C(OC[C@H](C(=O)OC(C)(C)C)O[Si](C)(C)C(C)(C)C)C=C1